(4-fluorophenyl)methylamine FC1=CC=C(C=C1)CN